methyl-(S)-2-benzyl-3-((3S,4R)-3-methoxypiperidin-4-yl)-7-methyl-3,7,8,9-tetrahydro-6H-imidazo[4,5-f]quinoline CC1=C2C(=C3CC[C@@H](NC3=C1)C)N=C(N2[C@H]2[C@H](CNCC2)OC)CC2=CC=CC=C2